C(C)(C)(C)OC(\C=C(\C1=CC=CC=C1)/C1CC1)=O (2E)-3-cyclopropyl-3-phenylprop-2-enoic acid tert-butyl ester